OC1=CC=C2C(C(COC2=C1)C1=C(C(=CC=C1)OC)O)OC 7,2'-dihydroxy-3',4-dimethoxyisoflavan